C(C)OC1=C(C=C(C=C1F)C1=C(C2=C(CCC1)C=C(C=C2)O)C2=CC=C(C=C2)O[C@@H]2CN(CC2)CCCF)F 6-(4-ethoxy-3,5-difluoro-phenyl)-5-[4-[(3S)-1-(3-fluoropropyl)pyrrolidin-3-yl]oxyphenyl]-8,9-dihydro-7H-benzo[7]annulen-2-ol